1-(7,8-dihydrofuro[3,2-e][1,3]benzothiazol-2-yl)-5-methyloctahydro-2H-imidazo[4,5-c]pyridin-2-one N1=C(SC2=C1C1=C(C=C2)OCC1)N1C(NC2CN(CCC21)C)=O